C(C)OC(COC1=NOC(=C1F)C(C(=O)OC)C(C)C)OCC Methyl 2-[3-(2,2-diethoxyethoxy)-4-fluoro-isoxazol-5-yl]-3-methylbutyrate